N-lauroyl-glutamic isopropyl ester C(C)(C)OC([C@@H](NC(CCCCCCCCCCC)=O)CCC(=O)O)=O